C(C)(C)(C)C1=CC(=NN1C)NC(=O)NC1CC2(CN(C2)C(=O)C2=C3N(N=C2)C=CN3C)C1 1-(5-(tert-butyl)-1-methyl-1H-pyrazol-3-yl)-3-(2-(1-methyl-1H-imidazo[1,2-b]pyrazole-7-carbonyl)-2-azaspiro[3.3]heptan-6-yl)urea